C(C)(C)N1N=CC=2C=NC(=CC21)C(=O)NC2(CC2)C2=CC=C(C=C2)C2=CN=CN(C2=O)C 1-isopropyl-N-(1-(4-(1-methyl-6-oxo-1,6-dihydropyrimidin-5-yl)phenyl)cyclopropyl)-1H-pyrazolo[4,3-c]pyridine-6-carboxamide